phosphine ruthenium(II) [Ru+2].P